5-nitro-pyrrolo[2,3-b]Pyridine-3-carbonitrile [N+](=O)([O-])C=1C=C2C(=NC1)NC=C2C#N